dibenzoyl-silane C(C1=CC=CC=C1)(=O)[SiH2]C(C1=CC=CC=C1)=O